C(C)(C)(C)OC(=O)N1C[C@H]([C@@H](CC1)OC1=NC=C(C=C1)OC(C)C)OCC |r| (±)-trans-tert-Butyl-4-((5-isopropoxypyridin-2-yl)oxy)-3-ethoxypiperidine-1-carboxylate